FC1=CN=C2N1C=C(C=C2)C2=CNC=1N=C(N=C(C12)OC)NC1CCC(CC1)(C)NC(C)=O N-((1r,4r)-4-((5-(3-fluoroimidazo[1,2-a]pyridin-6-yl)-4-methoxy-7H-pyrrolo[2,3-d]pyrimidin-2-yl)amino)-1-methylcyclohexyl)acetamide